6-(5-bromo-2-{4-[2-(4,4-difluoropiperidin-1-yl)-6-methoxypyrimidin-4-yl]-1H-1,2,3-triazol-1-yl}phenyl)-6-azaspiro[2.5]octane BrC=1C=CC(=C(C1)N1CCC2(CC2)CC1)N1N=NC(=C1)C1=NC(=NC(=C1)OC)N1CCC(CC1)(F)F